tert-butyl (4,4-dimethyl-6-oxo-1-(phenyl(3-(((S)-1-phenylethyl) carbamoyl)phenyl)methyl)tetrahydropyrimidin-2(1H)-ylidene)carbamate CC1(NC(N(C(C1)=O)C(C1=CC(=CC=C1)C(N[C@@H](C)C1=CC=CC=C1)=O)C1=CC=CC=C1)=NC(OC(C)(C)C)=O)C